C(CCCCCCCC\C=C\C#CC=C)=O (10E)-10,14-pentadecadiene-12-ynal